CC(CC(CC1CNCC1)=C)(CC(C)(C)C)C 3-(4,4,6,6-tetramethyl-2-methylene-heptyl)-pyrrolidine